ClN1CCN(CC1)C1=C(C=CC=2OCCOC21)O 5-(4-chloropiperazin-1-yl)-6-hydroxy-2,3-dihydro-1,4-benzodioxine